2-(cyclohex-1-en-1-yl)-4-phenylthiazole C1(=CCCCC1)C=1SC=C(N1)C1=CC=CC=C1